[Pd].[Pd].C(C1=CC=CC=C1)C(C(C)=O)CC1=CC=CC=C1.C(C1=CC=CC=C1)C(C(C)=O)CC1=CC=CC=C1.C(C1=CC=CC=C1)C(C(C)=O)CC1=CC=CC=C1 tris(dibenzyl-acetone) dipalladium(0)